3-(2-Chloro-6-fluorophenyl)-7-(4-ethyl-3-(hydroxymethyl)-5-oxo-4,5-dihydro-1H-1,2,4-triazol-1-yl)-6-fluoro-1-isopropyl-2,3-dihydroquinazolin-4(1H)-one ClC1=C(C(=CC=C1)F)N1CN(C2=CC(=C(C=C2C1=O)F)N1N=C(N(C1=O)CC)CO)C(C)C